boron monooxide [B]=O